2-(3-((1S)-2-phenyl-1-((tetrahydro-2H-pyran-2-yl)oxy)ethyl)phenylethoxy)acetic acid tert-butyl ester C(C)(C)(C)OC(COCCC1=CC(=CC=C1)[C@H](CC1=CC=CC=C1)OC1OCCCC1)=O